C(N)(=O)C1=CC(=C(C=C1)C=1C=C(C=NC1)CN1[C@H](COCC1)C(=O)N[C@@H](C)C1=CC(=C(C(=O)O)C=C1)O)C 4-((S)-1-((R)-4-((5-(4-carbamoyl-2-methylphenyl)pyridin-3-yl)methyl)morpholine-3-carboxamido)ethyl)-2-hydroxybenzoic acid